4-(2-{[(4as,7ar)-1-methyl-octahydro-1H-cyclopenta[b]pyridin-4a-yl]methoxy}-4-(6,6-difluoro-1,4-oxaazepan-4-yl)-8-fluoropyrido[4,3-d]pyrimidin-7-yl)-5-ethynyl-6-fluoronaphthalen-2-ol CN1[C@H]2[C@@](CCC1)(CCC2)COC=2N=C(C1=C(N2)C(=C(N=C1)C1=CC(=CC2=CC=C(C(=C12)C#C)F)O)F)N1CCOCC(C1)(F)F